COC=1C=C(C=CC1NCC#CC=1N(C2=CC=CC(=C2C1)NC1CCC(CC1)N1CC2(C1)CCOCC2)CC(F)(F)F)S(=O)(=O)N 3-methoxy-4-{[3-(4-{[(1R,4R)-4-{7-oxa-2-azaspiro[3.5]nonan-2-yl}cyclohexyl]amino}-1-(2,2,2-trifluoroethyl)-1H-indol-2-yl)prop-2-yn-1-yl]amino}benzene-1-sulfonamide